FC1(CCC(CC1)C1=C(C=C(C=N1)CN1C=NC=C1C(=O)O)F)F 1-((6-(4,4-difluorocyclohexyl)-5-fluoropyridin-3-yl)methyl)-1H-imidazole-5-carboxylic acid